COC1=CC=C(C=2OC3=CC(=CC=C3C(C2)=O)O)C=C1 4'-methoxy-7-hydroxyflavone